OP(O)OP(O)O.C(C)(C)(C)C1=C(C(=CC(=C1)C(C)(C)C)C)C(O)(C(CO)(CO)CO)C1=C(C=C(C=C1C)C(C)(C)C)C(C)(C)C bis(2,4-di-tert-butyl-6-methyl-phenyl)pentaerythritol diphosphite